(E)-3-(3-furyl)acrylic acid O1C=C(C=C1)/C=C/C(=O)O